N-(2-Chloro-3-{(4S)-1-[(1S*,3S*)-4,4-difluoro-3-methoxycyclohexyl]-2-imino-4-methyl-6-oxohexahydropyrimidin-4-yl}phenyl)-3-(2,2,2-trifluoroethyl)imidazole-4-carboxamide hydrochloride Cl.ClC1=C(C=CC=C1[C@]1(NC(N(C(C1)=O)[C@@H]1C[C@@H](C(CC1)(F)F)OC)=N)C)NC(=O)C=1N(C=NC1)CC(F)(F)F |o1:15,17|